3-[4-(1-ethyl-1H-pyrazol-4-yl)phenyl]-5-(trifluoromethyl)-4,5-dihydro-1,2-oxazol-5-ol C(C)N1N=CC(=C1)C1=CC=C(C=C1)C1=NOC(C1)(O)C(F)(F)F